(3S)-3-fluoro-3-(1-(4-isobutylphenyl)ethyl)-1-methylindolin-2-one F[C@@]1(C(N(C2=CC=CC=C12)C)=O)C(C)C1=CC=C(C=C1)CC(C)C